methylenedinaphthalene potassium [K].C(C1=CC=CC2=CC=CC=C12)C1=CC=CC2=CC=CC=C12